4-([1,1'-biphenyl]-2-yl)-2-methyl-N-(1-(oxetan-3-yl)piperidin-4-yl)quinoline-6-carboxamide C1(=C(C=CC=C1)C1=CC(=NC2=CC=C(C=C12)C(=O)NC1CCN(CC1)C1COC1)C)C1=CC=CC=C1